6-fluoro-7-(morpholin-4-yl)-4-oxo-1-(2,4,6-trifluoro-phenyl)-1,4-dihydro-1,8-naphthyridine-3-carboxylic acid FC=1C=C2C(C(=CN(C2=NC1N1CCOCC1)C1=C(C=C(C=C1F)F)F)C(=O)O)=O